ClC=1C(=NC(=NC1)N)NC1=C(C=CC=C1)P(=O)(C)C [5-chloro-4-(2-dimethylphosphoryl-Anilino)pyrimidin-2-yl]amine